phenyl-(2-piperidinyl)methanol methyl-1'-butyl-5'-methyl-2'-oxo-4-(p-tolyl)-4H-spiro[cyclopenta[c]benzopyran-1,3'-indoline]-2-carboxylate CC1=C2C3(C(N(C2=CC=C1C)CCCC)=O)C(=CC=1C(OC2=C(C13)C=CC=C2)C2=CC=C(C=C2)C)C(=O)OC(C2NCCCC2)C2=CC=CC=C2